C(=O)C1CC=NS1 5-FormylthiazoleN